rac-benzyl ((2R,3R,4R)-2-(((tert-butyldimethylsilyl)oxy)methyl)-3-methyl-1,2,3,4-tetrahydroquinolin-4-yl)carbamate [Si](C)(C)(C(C)(C)C)OC[C@@H]1NC2=CC=CC=C2[C@@H]([C@H]1C)NC(OCC1=CC=CC=C1)=O |r|